2-fluoro-5-[(6-fluoro-4-methyl-1H-indol-5-yl)oxy]benzamidine FC1=C(C(=N)N)C=C(C=C1)OC=1C(=C2C=CNC2=CC1F)C